C(=O)([O-])CN(CCN(CC(=O)[O-])CC(NC=1C=NC(=CC1)C=1N=NC(=NN1)C1=NC=CC=C1)=O)CC(=O)[O-].[Na+].[Ca+2] Calcium sodium 2-({2-[bis(carboxylatomethyl)amino]ethyl}[({6-[6-(pyridin-2-yl)-1,2,4,5-tetrazin-3-yl]pyridin-3-yl}carbamoyl)methyl]amino)acetate